C(N)(=N)NC(CC=1C(=C(C=CC1Cl)C1=CC=C(C=C1)OC)Cl)=O N-carbamimidoyl-2-(2,4-dichloro-4'-methoxy-[1,1'-biphenyl]-3-yl)acetamide